tert-butyl 4-{4-[2-(methanesulfonyloxy)ethyl]piperazin-1-yl}piperidine-1-carboxylate CS(=O)(=O)OCCN1CCN(CC1)C1CCN(CC1)C(=O)OC(C)(C)C